The molecule is a multi-methyl-branched fatty acyl-CoA that results from the formal condensation of the thiol group of coenzyme A with the carboxy group of farnesoic acid. It is an unsaturated fatty acyl-CoA, a multi-methyl-branched fatty acyl-CoA and a medium-chain fatty acyl-CoA. It derives from a farnesoic acid and a coenzyme A. CC(=CCC/C(=C/CC/C(=C/C(=O)SCCNC(=O)CCNC(=O)[C@@H](C(C)(C)COP(=O)(O)OP(=O)(O)OC[C@@H]1[C@H]([C@H]([C@@H](O1)N2C=NC3=C(N=CN=C32)N)O)OP(=O)(O)O)O)/C)/C)C